CC1=CC=C(C=C1)C=CC1=CNC2=CC=CC=C12 3-(4-methylphenyl)vinyl-indole